N[C@@H](C(=O)NCCNC(C1=C(C=C(C=C1)NC=1C=2N(C=CN1)C(=CN2)C=2C(=NN(C2)CC(F)F)C(F)(F)F)CC)=O)C (R)-N-(2-(2-aminopropanamido)ethyl)-4-((3-(1-(2,2-difluoroethyl)-3-(trifluoromethyl)-1H-pyrazol-4-yl)imidazo[1,2-a]pyrazin-8-yl)amino)-2-ethylbenzamide